(1R,3S)-3-((6-bromo-8-methyl-7-oxo-7,8-dihydropyrido[2,3-d]pyrimidin-2-yl)amino)-N-(4-methoxybenzyl)cyclopentane-1-carboxamide BrC1=CC2=C(N=C(N=C2)N[C@@H]2C[C@@H](CC2)C(=O)NCC2=CC=C(C=C2)OC)N(C1=O)C